NC=1C2=C(N=CN1)C(=CS2)C(=O)NC2=C1C=CN=C(C1=CC=C2C)NCCCN(C)C 4-Amino-N-(1-((3-(Dimethylamino)propyl)amino)-6-Methylisoquinolin-5-yl)thieno[3,2-d]pyrimidin-7-carboxamid